(R)-4-oxaspiro[2.4]heptan-7-amine hydrochloride Cl.C1CC12OCC[C@H]2N